2-chloro-5-methyl-N-(pent-3-yl)pyrimidin-4-amine ClC1=NC=C(C(=N1)NC(CC)CC)C